C1(CC1)C(=O)NNC(C1=C(C=C(C=C1)C1=NOC(C1)(C(F)(F)F)C1=CC(=CC(=C1)Cl)Cl)C)=O N'-(cyclopropanecarbonyl)-4-(5-(3,5-dichlorophenyl)-5-(trifluoromethyl)-4,5-dihydroisoxazol-3-yl)-2-methylbenzoyl-hydrazine